FC1=C(CCNC=2C=3N(N=C(C2)C=2C(NC(NC2)=O)=O)C=CN3)C=CC=C1 5-(8-((2-fluorophenethyl)amino)imidazo[1,2-b]pyridazin-6-yl)pyrimidine-2,4(1H,3H)-dione